CC(C(=O)O)OC1=C(C=C(C=C1)Cl)Cl 2,4-dichlorophenoxypropionic acid